C/C(=C/C=1C=C(C=C(C1)O)O)/CCC=C(C)C (Z)-5-(2,6-Dimethylhepta-1,5-dienyl)benzene-1,3-diol